(5R,6R)-5-Hydroxy-6-((R)-5H-imidazo[5,1-a]isoindol-5-yl)-5,6,7,8-tetrahydronaphthalen-2-carbonitril O[C@H]1C=2C=CC(=CC2CC[C@@H]1[C@H]1N2C(C3=CC=CC=C13)=CN=C2)C#N